FC1(CC(C1)[C@H]1CN2C=3C(=C(SC3C(N1)=O)C=1C=NNC1)OCC2)F |o1:5| (S or R)-7-(3,3-difluorocyclobutyl)-2-(1H-pyrazol-4-yl)-4,5,7,8-tetrahydro-3-oxa-1-thia-5a,8-diazabenzo[cd]azulen-9(6H)-one